3-(2-(2,2-Diphenylaziridin-1-yl)ethyl)pyridine C1(=CC=CC=C1)C1(N(C1)CCC=1C=NC=CC1)C1=CC=CC=C1